COC(=O)N1[C@@H]([C@H](C[C@H]1C)S(=O)(=O)C)COC1CC2CC2(CC1)C=1SC2=C(N1)C(=CC=C2F)F (2r,3s,5r)-2-(((6-(4,7-difluorobenzo[d]thiazol-2-yl)bicyclo[4.1.0]hept-3-yl)oxy)methyl)-5-methyl-3-(methylsulfonyl)pyrrolidine-1-carboxylic acid methyl ester